NCC1=CC=C(C=C1)C1=CC(=CC=C1)S(=O)(=O)N1CCC2(C[C@@H](CO2)NC[C@@H](COC=2C=C(C=CC2)S(=O)(=O)NC)O)CC1 3-((S)-3-((S)-8-(4'-(aminomethyl)biphenyl-3-ylsulfonyl)-1-oxa-8-azaspiro[4.5]decan-3-ylamino)-2-hydroxypropoxy)-N-methylbenzenesulfonamide